(2S)-2-amino-4-{[(2,3-dihydro-1,4-benzodioxin-5-yl)methyl]carbamoyl}butanoic acid N[C@H](C(=O)O)CCC(NCC1=CC=CC=2OCCOC21)=O